bis{3,4,6-trichloro-2-[(9-anthracenylmethoxy)carbonyl] phenyl}-Oxalat ClC=1C(=C(C(=CC1Cl)Cl)OC(C(=O)OC1=C(C(=C(C=C1Cl)Cl)Cl)C(=O)OCC=1C2=CC=CC=C2C=C2C=CC=CC12)=O)C(=O)OCC=1C2=CC=CC=C2C=C2C=CC=CC12